ClC1=C(C=CC=C1F)C1=CC=CC2=C1NC(=NS2(=O)=O)NCC(=O)N(C)C 2-((5-(2-chloro-3-fluorophenyl)-1,1-dioxo-4H-benzo[e][1,2,4]thiadiazin-3-yl)amino)-N,N-dimethylacetamide